O(P([O-])(=O)OP(=O)([O-])[O-])C1[C@H](O)[C@H](O)[C@H](O1)COP(=O)(O)O 5-phosphoribosyl 1-diphosphate